C(C=C)C(CC=C)[SiH2]CCCOC(C(=C)C)=O 3-(diallylmethylsilyl)propyl-methacrylate